methyl 2-(2-ethynylthiazole-4-carboxamido)-5-(4-(2-(2-ethynylthiazole-4-carboxamido)-ethyl)phenyl)benzo[d]thiazole-7-carboxylate C(#C)C=1SC=C(N1)C(=O)NC=1SC2=C(N1)C=C(C=C2C(=O)OC)C2=CC=C(C=C2)CCNC(=O)C=2N=C(SC2)C#C